3-hydroxy-5-methoxybenzoic acid tert-butyl ester C(C)(C)(C)OC(C1=CC(=CC(=C1)OC)O)=O